PENT-1-EN-3-ONE C=CC(CC)=O